C(C)(C)C1=C(C(=CC(=C1)C(C)C)C(C)C)S(=O)(=O)OC1=NN(C(C=2C1=CN(C(C2)=O)C2CC2)=O)CCNC(=O)OCC2=CC=CC=C2 (2-(((benzyloxy) carbonyl) amino) ethyl)-6-cyclopropyl-1,7-dioxo-1,2,6,7-tetrahydroPyrido[3,4-d]Pyridazin-4-yl 2,4,6-triisopropylbenzenesulfonate